[Si](C)(C)(C(C)(C)C)OCCN1N=CC(=C1)C1=NC(=NC=C1F)Cl 4-(1-(2-((tert-butyldimethylsilyl)oxy)ethyl)-1H-pyrazol-4-yl)-2-chloro-5-fluoropyrimidine